(4-Chlorophenyl)-N-(6-(4-isopropyl-4H-1,2,4-triazol-3-yl)pyridin-2-yl)-1H-pyrrole-2-carboxamide ClC1=CC=C(C=C1)N1C(=CC=C1)C(=O)NC1=NC(=CC=C1)C1=NN=CN1C(C)C